2-[1-[3-(2-bromo-4-pyridyl)isoxazol-5-yl]ethyl]isoindoline-1,3-dione BrC1=NC=CC(=C1)C1=NOC(=C1)C(C)N1C(C2=CC=CC=C2C1=O)=O